4-trifluoromethoxynicotinic acid sodium salt [Na+].FC(OC1=CC=NC=C1C(=O)[O-])(F)F